CC1=C(OC2=C1C=C(C=C2)S(N(C2=C(C=CC=C2)N2CCN(CC2)C(=O)C=2SC=CC2)CCC2=CC=CC=C2)(=O)=O)C(=O)O 3-Methyl-5-(N-phenethyl-N-(2-(4-(thiophene-2-carbonyl)piperazin-1-yl)phenyl)sulfamoyl)benzofuran-2-carboxylic acid